BrC=1C(=CC=2C(=CC=C3C=CC=CC23)C1)NC(C)=O N-(8-bromobenzonaphthalen-9-yl)acetamide